tert-butyl 2-{[(5-{2-[(dimethylamino)methyl]morpholine-4-carbonyl}-6-methoxy-1,3-benzothiazol-2-yl)methyl]carbamoyl}-2,3-dihydro-1H-indene-2-carboxylate CN(C)CC1CN(CCO1)C(=O)C=1C(=CC2=C(N=C(S2)CNC(=O)C2(CC3=CC=CC=C3C2)C(=O)OC(C)(C)C)C1)OC